(R)-3-(ethoxymethoxy)-4-(4-((1-methylpiperidin-3-yl)amino)-5,6,7,8-tetrahydrophthalazin-1-yl)benzaldehyde C(C)OCOC=1C=C(C=O)C=CC1C1=NN=C(C=2CCCCC12)N[C@H]1CN(CCC1)C